tert-butyl 3-(2-(1-(6-chloropyridin-2-yl)-1H-pyrazol-3-yl)acetamido)-5-cyclopropyl-1H-pyrazole-1-carboxylate ClC1=CC=CC(=N1)N1N=C(C=C1)CC(=O)NC1=NN(C(=C1)C1CC1)C(=O)OC(C)(C)C